FC1=CC(=CC=2N(C(=NC21)C)C(C)C)C2=NC(=NC=C2OC)N[C@H]2[C@@H](CN(CC2)S(=O)(=O)C)O (3R,4R)-4-({4-[4-fluoro-2-methyl-1-(propan-2-yl)-1H-benzimidazol-6-yl]-5-methoxypyrimidin-2-yl}amino)-1-(methanesulfonyl)piperidin-3-ol